CC(C(C)=O)C=O 3-methyl-2,4-butanedione